(2-fluoro-4-(pyrrolidin-2-yl)phenyl)-N-(3-(piperidin-1-yl)propyl)benzo[d]imidazo[2,1-b]thiazole-7-carboxamide diformate C(=O)O.C(=O)O.FC1=C(C=CC(=C1)C1NCCC1)C=1N=C2SC3=C(N2C1)C=CC(=C3)C(=O)NCCCN3CCCCC3